C1(CCC1)SC=1C=2N(C=CC1)C(=NC2)C(C)(C)NC(OC(C)(C)C)=O tert-Butyl (2-(8-(cyclobutylthio)imidazo[1,5-a]pyridin-3-yl)propan-2-yl)carbamate